(S)-N-(5-bromothiazolo[5,4-b]pyridin-2-yl)-1-cyanopyrrolidine-3-carboxamide BrC1=CC=C2C(=N1)SC(=N2)NC(=O)[C@@H]2CN(CC2)C#N